FC1=C(C=C(C=C1)C#CC)B(O)O (2-fluoro-5-(prop-1-yn-1-yl)phenyl)boronic acid